((oxiran-2-ylmethyl)sulfonyl)dibenzo[b,f][1,4]oxazepine O1C(C1)CS(=O)(=O)C1=CC=CC2=C1C=NC1=C(O2)C=CC=C1